C(=O)(O)C1=CC=C(C=C1)[Ni] (4-carboxyphenyl)nickel